7-(2-chloro-5-methoxypyridin-4-yl)-3-methylimidazo[1,5-a]pyridin-6-carboxylic acid ClC1=NC=C(C(=C1)C1=CC=2N(C=C1C(=O)O)C(=NC2)C)OC